COC=1C=CC=C2C(=NC=NC12)N1C[C@@](CCC1)(C(=O)OCC)C ethyl (R)-1-(8-methoxyquinazolin-4-yl)-3-methylpiperidine-3-carboxylate